(R)-2-chloro-4-(1-cyclopropylsulfonyl-3-piperidylamino)-5-(2-methylpropanoyl)-7-(trimethylsilylethoxymethyl)-7H-pyrrolo[2,3-d]pyrimidine ClC=1N=C(C2=C(N1)N(C=C2C(C(C)C)=O)COCC[Si](C)(C)C)N[C@H]2CN(CCC2)S(=O)(=O)C2CC2